C(C1=CC=CC=C1)OC[C@@H](C(=O)N[C@H](C(C(C(=O)OCC1=CC=CC=C1)(C)C)=O)CC(C)C)NC(=O)OC(C)(C)C Benzyl (4S)-4-[(2S)-3-(benzyloxy)-2-([(tert-butoxy)carbonyl]amino)propanamido]-2,2,6-trimethyl-3-oxoheptanoate